1-(difluoromethoxy)-2,4-difluoro-5-nitrobenzene FC(OC1=C(C=C(C(=C1)[N+](=O)[O-])F)F)F